Methyl 3-[(cyanomethyl)amino]-4-[(5S)-6-[(5-methoxy-7-methyl-1H-indol-4-yl)methyl]-6-azaspiro[2.5]octan-5-yl]benzoate C(#N)CNC=1C=C(C(=O)OC)C=CC1[C@@H]1CC2(CC2)CCN1CC1=C2C=CNC2=C(C=C1OC)C